4-(furan-2-yl)-1-tosyl-3,4-dihydropyridin-2(1H)-one O1C(=CC=C1)C1CC(N(C=C1)S(=O)(=O)C1=CC=C(C)C=C1)=O